BrC1=CC(=C2CCCCC2=C1)OCC1=CC=C(C=C1)OC1CCNCC1 7-bromo-5-[(4-piperidin-4-yloxy-phenyl)methoxy]1,2,3,4-tetrahydronaphthalene